t-butyl 4-(3-(4-chloro-2-fluorophenyl)-2,3-dihydrobenzo[b][1,4]dioxin-5-yl)-3,6-dihydropyridine-1(2H)-carboxylate ClC1=CC(=C(C=C1)C1OC2=C(OC1)C=CC=C2C=2CCN(CC2)C(=O)OC(C)(C)C)F